Methyl-2-(5-bromo-6-(tert-butoxycarbonyl) pyridin-2-yl)-1,2,3,4-tetrahydroisoquinoline-8-carboxylate COC(=O)C=1C=CC=C2CCN(CC12)C1=NC(=C(C=C1)Br)C(=O)OC(C)(C)C